3-(3,5-difluoro-4-formyl-phenoxy)azetidine-1-carboxylic acid tert-butyl ester C(C)(C)(C)OC(=O)N1CC(C1)OC1=CC(=C(C(=C1)F)C=O)F